(S)-5-(3-aminoisoquinolin-4-yl)-2-((tert-butoxycarbonyl)amino)pentanoic acid NC=1N=CC2=CC=CC=C2C1CCC[C@@H](C(=O)O)NC(=O)OC(C)(C)C